N-(1-(1-(1-acetylpiperidin-4-yl)azetidin-3-yl)-3-(difluoromethyl)-1H-pyrazol-4-yl)-6-(1-(1-(aminomethyl)cyclobutyl)-1H-pyrazol-4-yl)-2-pyridineamide C(C)(=O)N1CCC(CC1)N1CC(C1)N1N=C(C(=C1)NC(=O)C1=NC(=CC=C1)C=1C=NN(C1)C1(CCC1)CN)C(F)F